CC1=C(C(=O)P(C2=C(C=C(C=C2)OCCCCC)OCCCCC)(C(C2=C(C=C(C=C2C)C)C)=O)=O)C(=CC(=C1)C)C Bis(2,4,6-trimethyl-benzoyl)-2,4-dipentyloxyphenylphosphine oxide